ClC=1C=NC=C(C1NC(C1=CC(=C(C=C1)OC(F)F)OCCCCCCCNCC1=CC=C(C=C1)OCC=1SC=C2C1CN(C2=O)C2C(NC(CC2)=O)=O)=O)Cl N-(3,5-dichloropyridin-4-yl)-4-(difluoromethoxy)-3-((7-((4-((5-(2,6-dioxopiperidin-3-yl)-4-oxo-5,6-dihydro-4H-thieno[3,4-c]pyrrol-1-yl)methoxy)benzyl)-amino)heptyl)oxy)benzamide